(S)-N-(3-(2-(cis-3-hydroxy-2-methylazetidin-1-yl)-6-morpholinopyridin-4-yl)-4-methylphenyl)-3-(2,2,2-trifluoroethyl)pyrrolidine-1-carboxamide O[C@@H]1[C@@H](N(C1)C1=NC(=CC(=C1)C=1C=C(C=CC1C)NC(=O)N1C[C@@H](CC1)CC(F)(F)F)N1CCOCC1)C